4'-FORMYLBIPHENYL-3-CARBOXYLIC ACID C(=O)C1=CC=C(C=C1)C1=CC(=CC=C1)C(=O)O